(2R,3R,4S)-2-[2-chloro-6-[[(1R)-4-(trifluoromethyl)indan-1-yl]amino]purin-9-yl]tetrahydrothiophene-3,4-diol ClC1=NC(=C2N=CN(C2=N1)[C@@H]1SC[C@H]([C@H]1O)O)N[C@@H]1CCC2=C(C=CC=C12)C(F)(F)F